1-benzyl-3-(3-fluoro-4-methylphenyl)-5-methyl-3-(thiazol-2-yl)pyrrolidin-2-one C(C1=CC=CC=C1)N1C(C(CC1C)(C=1SC=CN1)C1=CC(=C(C=C1)C)F)=O